C1OCC2=C(C=CC=C12)C=CC(C)(S(=O)N)C (1,3-Dihydroisobenzofuran-4-yl)methylen-2-methylpropane-2-sulfinamide